2-((5-(4-(4-((6-hydroxy-2-(4-(methylsulfonyl)phenyl)naphthalene-1-yl)oxy)phenyl)piperazin-1-yl)pentyl)oxy)acetic acid OC=1C=C2C=CC(=C(C2=CC1)OC1=CC=C(C=C1)N1CCN(CC1)CCCCCOCC(=O)O)C1=CC=C(C=C1)S(=O)(=O)C